N-((7-fluoro-3-oxo-2,3-dihydro-1H-inden-4-yl)(trifluoromethyl)λ4-sulfanylidene)acetamide FC=1C=CC(=C2C(CCC12)=O)S(=NC(C)=O)C(F)(F)F